C(C)[C@@H]1N(C[C@H](N(C1)C(C)C=1N(C(C=CC1)=O)CC)CC)C=1C=2C(N(C(C1)=O)C)=CN(N2)CC#N 2-(7-((2S,5R)-2,5-diethyl-4-(1-(1-ethyl-6-oxo-1,6-dihydropyridin-2-yl)ethyl)piperazin-1-yl)-4-methyl-5-oxo-4,5-dihydro-2H-pyrazolo[4,3-b]pyridin-2-yl)acetonitrile